FC(S(=O)(=O)OC1=CC2CCC(C1)O2)(F)F 8-oxabicyclo[3.2.1]oct-2-en-3-yl trifluoromethanesulfonate